C(#N)N1[C@H]2[C@@H](C[C@@H]1CC2)NC(C2=CC(=C(C=C2)C=2C=NN(C2)C)OCC(CC)C)=O N-((1R,2R,4S)-7-cyano-7-azabicyclo[2.2.1]heptan-2-yl)-3-(2-methylbutoxy)-4-(1-methyl-1H-pyrazol-4-yl)benzamide